o-methoxycarbonylbenzenediazonium COC(=O)C1=C(C=CC=C1)[N+]#N